7-cyclobutoxy-2-(1-methyl-2-oxabicyclo[2.1.1]hex-4-yl)-N-(6-methylpyrazolo[1,5-a]pyrimidin-3-yl)imidazo[1,2-a]pyrimidine-6-carboxamide C1(CCC1)OC1=NC=2N(C=C1C(=O)NC=1C=NN3C1N=CC(=C3)C)C=C(N2)C23COC(C2)(C3)C